C[C@]12CC[C@H](C([C@@H]1CC[C@@]3([C@@H]2C=C[C@@]45[C@]3(CC[C@@]6([C@H]4CC(CC6)(C)C)C(=O)O5)C)C)(C)C)O The molecule is a terpene lactone that is 13,28-epoxyolean-11-en-28-one substituted by an alpha-hydroxy group at position 3. It has been isolated from the leaves and twigs of Fatsia polycarpa. It has a role as a metabolite and a plant metabolite. It is a hexacyclic triterpenoid, a terpene lactone and a secondary alcohol. It derives from a hydride of an oleanane.